(E)-1-(2,4-dihydroxy-6-methoxy-3-(5-methyl-2-(prop-1-en-2-yl)hex-4-en-1-yl)phenyl)-3-(4-hydroxy-2-methoxyphenyl)prop-2-en-1-one OC1=C(C(=CC(=C1CC(CC=C(C)C)C(=C)C)O)OC)C(\C=C\C1=C(C=C(C=C1)O)OC)=O